N-(4-iodobenzyl)ethylamine IC1=CC=C(CNCC)C=C1